4-chloro-3-methoxy-6-[(1E)-(methoxyimino)methyl]-5-methyl-2-[(2E,4E)-3-methyl-5-[(1R,2R,6R)-1,2,6-trimethyl-3-[(oxetan-3-yl)amino]cyclohexyl]pentan-2,4-dien-1-yl]phenol ClC1=C(C(=C(C(=C1C)/C=N/OC)O)C\C=C(\C=C\[C@@]1([C@H](C(CC[C@H]1C)NC1COC1)C)C)/C)OC